(6R,7aS)-6-(2,3-dichloro-6-methoxyphenyl)-tetrahydro-1H-pyrrolo[1,2-c][1,3]oxazol-3-one ClC1=C(C(=CC=C1Cl)OC)[C@H]1C[C@@H]2N(C(OC2)=O)C1